tert-butyl ((3R,5R)-1-(5-amino-1,6-dimethyl-1H-benzo[d]imidazol-2-yl)-5-fluoropiperidin-3-yl)carbamate NC1=CC2=C(N(C(=N2)N2C[C@@H](C[C@H](C2)F)NC(OC(C)(C)C)=O)C)C=C1C